3,4,5-trimethoxyphenyl-2-cyanoacrylamide COC=1C=C(C=C(C1OC)OC)C=C(C(=O)N)C#N